[(4-[[(tert-butyldimethylsilyl)oxy]methyl]-2-(2-hydroxypropan-2-yl)-1,3-thiazol-5-yl)sulfonyl]-1-[5-fluoro-2,4-bis(propan-2-yl)-6-[3-(trifluoromethyl)phenyl]pyridin-3-yl]urea [Si](C)(C)(C(C)(C)C)OCC=1N=C(SC1S(=O)(=O)N(C(=O)N)C=1C(=NC(=C(C1C(C)C)F)C1=CC(=CC=C1)C(F)(F)F)C(C)C)C(C)(C)O